6-chloro-3-nitropyridin-2-ol ClC1=CC=C(C(=N1)O)[N+](=O)[O-]